N[13C@@H](CC1=CC=C(C=C1)O)C(=O)O tyrosine-13C